(2-(1-Cyclopropylmethyl-2,6-dioxopiperidin-3-yl)-1-oxoisoindolin-4-yl)carbamic acid tert-butyl ester C(C)(C)(C)OC(NC1=C2CN(C(C2=CC=C1)=O)C1C(N(C(CC1)=O)CC1CC1)=O)=O